NC([C@H](CC1=CC=C(C=C1)O)NC(=O)C1=CN=C2N1C=C(C=C2)C=2C=CC1=C(N=C(O1)N)C2)=O (S)-N-(1-amino-3-(4-hydroxyphenyl)-1-oxopropan-2-yl)-6-(2-aminobenzo[d]oxazol-5-yl)imidazo[1,2-a]pyridine-3-carboxamide